1-(4-(3-(2,2-Dioxido-2-thia-6-azaspiro[3.3]heptane-6-carbonyl)-6-fluoroquinolin-4-yl)phenyl)cyclopropane-1-carbonitrile O=S1(CC2(C1)CN(C2)C(=O)C=2C=NC1=CC=C(C=C1C2C2=CC=C(C=C2)C2(CC2)C#N)F)=O